FC1=C(C(C2=CC=CC=C12)C#N)F difluorocyanoindene